C(C)C1=C(C(=O)OC(C)C2=C3N=CC=NC3=C(C=C2I)C2=CC=C(C=C2)OC(F)(F)F)C=C(C(=C1N1CC2CC2C1)C(NS(=O)(=O)C1(CC1)C)=O)C(F)(F)F 1-(6-iodo-8-(4-(trifluoromethoxy)phenyl)quinoxalin-5-yl)ethan-1-ol ethyl-3-(3-azabicyclo[3.1.0]hexan-3-yl)-4-(((1-methylcyclopropyl)sulfonyl)carbamoyl)-5-(trifluoromethyl)benzoate